FC(C=1C=C(C=C(C1)C(F)(F)F)NC(=S)NC1CCCCC1)(F)F 1-[3,5-bis(trifluoromethyl)phenyl]-3-cyclohexylthiourea